O=C1N(C(C=C1)=O)CCCCCC(=O)N[C@H](C(=O)N[C@H](C(=O)ON1C(CCC1=O)=O)C)C(C)C (2,5-dioxopyrrolidin-1-yl) (2S)-2-[[(2S)-2-[6-(2,5-dioxopyrrol-1-yl)hexanoylamino]-3-methyl-butanoyl]amino]propanoate